3-{(E)-2-[6-(benzyloxy)-7-methoxy-1,2,3,4-tetrahydroisoquinolin-1-yl]ethenyl}-1-methyl-1H-pyrrolo[2,3-b]pyridin-5-ol C(C1=CC=CC=C1)OC=1C=C2CCNC(C2=CC1OC)/C=C/C1=CN(C2=NC=C(C=C21)O)C